3,5-di-T-butyl-4-hydroxyphenyl acrylate C(C=C)(=O)OC1=CC(=C(C(=C1)C(C)(C)C)O)C(C)(C)C